Di-(4-n-butylphenyl)-carbonat C(CCC)C1=CC=C(C=C1)OC(OC1=CC=C(C=C1)CCCC)=O